4-Oxo-6-((1R,2R)-2-(pyridin-2-yl)cyclobutyl)-1-((R)-1-(6-(trifluoromethyl)pyridin-3-yl)ethyl)-4,5-dihydro-1H-pyrazolo[3,4-d]pyrimidin-3-carbonitril O=C1C2=C(N=C(N1)[C@H]1[C@@H](CC1)C1=NC=CC=C1)N(N=C2C#N)[C@H](C)C=2C=NC(=CC2)C(F)(F)F